[Ir]=O.[Gd] Gadolinium iridium oxide